FC1=C(C=C(C=N1)C(=O)NC=1C(=NC=CC1)S(=O)(=O)C)C 6-fluoro-N-(2-methanesulfonylpyridin-3-yl)-5-methylpyridine-3-carboxamide